2H-benzo[b][1,4]thiazine S1C2=C(N=CC1)C=CC=C2